4-[[5-(6-isopropylsulfanyl-2-pyridyl)-2-pyridyl]amino]butanoic acid C(C)(C)SC1=CC=CC(=N1)C=1C=CC(=NC1)NCCCC(=O)O